(1s,3s)-3-(5-(difluoromethoxy)-1H-pyrazol-1-yl)cyclobutyl ((2-(2,6-dioxopiperidin-3-yl)-4-fluoro-3-oxoisoindolin-5-yl)methyl)carbamate O=C1NC(CC[C@@H]1N1CC2=CC=C(C(=C2C1=O)F)CNC(OC1CC(C1)N1N=CC=C1OC(F)F)=O)=O